FC=1C=C2C(=C(NC2=CC1)CO)C=1N=NN(C1)CC1CCN(CC1)CCC1=C(C=CC(=C1)CC(C)C)S(=O)(=O)N (2-(4-((4-(5-fluoro-2-(hydroxymethyl)-1H-indol-3-yl)-1H-1,2,3-triazol-1-yl)methyl)piperidin-1-yl)ethyl)-4-isobutylbenzenesulfonamide